NC=1N=C(SC1C(=O)C1=CC(=NO1)C(=O)NC1CC(C1)(F)F)N(C1=CC(=C(C=C1)F)F)[C@@H](C(=O)N)C |r| rac-5-[4-amino-2-(N-(2-amino-1-methyl-2-oxo-ethyl)-3,4-difluoro-anilino)thiazole-5-carbonyl]-N-(3,3-difluorocyclobutyl)isoxazole-3-carboxamide